FC1(CC(C1)NC(C(=O)O)=O)F 2-((3,3-difluorocyclobutyl)amino)-2-oxoacetic acid